4-fluoro-5-(2-methyl-1,3-thiazol-5-yl)-2-{6-[(3R)-3-[(1-methylcyclobutyl)amino]pyrrolidin-1-yl]pyridazin-3-yl}phenol FC1=CC(=C(C=C1C1=CN=C(S1)C)O)C=1N=NC(=CC1)N1C[C@@H](CC1)NC1(CCC1)C